1-(2-chloro-6-methyl-3-nitropyridin-4-yl)-4-methylpiperazine ClC1=NC(=CC(=C1[N+](=O)[O-])N1CCN(CC1)C)C